COC=1N=C2C(=CC=NC2=CC1OC)OC1=CC=C(C=C1)NC(=O)C=1C(C(=CN2C1COCC2)C=2OC=CC2)=O N-[4-[(6,7-Dimethoxy-1,5-naphthyridin-4-yl)oxy]phenyl]-7-(furan-2-yl)-8-oxo-3,4-dihydro-1H-pyrido[2,1-c][1,4]oxazine-9-carboxamide